CC1=C(OC2=C(C=C(C=C2C1=O)C)C(C)NC1=C(C(=O)OC(C)(C)C)C=CC=C1)C=1C=CC=2N(N1)C=C(N2)C tert-Butyl 2-[1-[3,6-dimethyl-2-(2-methylimidazo[1,2-b]pyridazin-6-yl)-4-oxo-chromen-8-yl]ethylamino]benzoate